C(C(C(=O)O)N)SC(=O)N S-carbamoylcysteine